[C@H]12CN(C[C@H](CC1)N2)C2=NC(=NC1=C(C(=C(C=C21)Cl)C2=CC=C(C1=C2N=C(S1)N)F)F)OCCCN1CCCC1 4-(4-((1R,5S)-3,8-diaza-bicyclo[3.2.1]octan-3-yl)-6-chloro-8-fluoro-2-(3-(pyrrolidin-1-yl)propoxy)-quinazolin-7-yl)-7-fluoro-benzo[d]thiazol-2-amine